Cl.FC1=C(C=CC(=C1F)OC)C1=CN=C2N1C=CN=C2NC2=CC(=C(C(=O)N1CCN(CC1)C(=O)C1(NCCC1)C)C=C2)C (4-(4-((3-(2,3-difluoro-4-methoxyphenyl)imidazo[1,2-a]pyrazin-8-yl)amino)-2-methylbenzoyl)piperazin-1-yl)(2-methylpyrrolidin-2-yl)methanone hydrochloride